Niobium (V) ammonium oxalate C(C(=O)[O-])(=O)[O-].[NH4+].[Nb+5].C(C(=O)[O-])(=O)[O-].C(C(=O)[O-])(=O)[O-]